(29S)-29-[(tert-Butoxycarbonyl)amino]-26-oxo-2,5,8,11,14,17,20,23-octaoxa-27-azatriacontan-30-oic acid C(C)(C)(C)OC(=O)N[C@@H](CNC(CCOCCOCCOCCOCCOCCOCCOCCOC)=O)C(=O)O